C(=C)CO[Si]([O-])(OC)OC vinyl-trimethoxysilanolate